tert-butyl 3,3-dimethyl-4-(6-methyl-5,6,7,8-tetrahydro-[1,2,4]triazolo[1,5-a]pyridine-6-carbonyl)piperazine-1-carboxylate CC1(CN(CCN1C(=O)C1(CCC=2N(C1)N=CN2)C)C(=O)OC(C)(C)C)C